CC1NC(CC=2C3=CC=CC=C3NC12)C(=O)OC methyl 1-methyl-1,2,3,4-tetrahydro-β-carboline-3-carboxylate